tert-butyl (5-(4-(2-oxooxazolidin-3-yl)phenyl)thiazolo[5,4-b]pyridin-2-yl)carbamate O=C1OCCN1C1=CC=C(C=C1)C1=CC=C2C(=N1)SC(=N2)NC(OC(C)(C)C)=O